FC(C1(CC(C1)(F)F)C(=O)N1[C@@H](C[C@H](C1)F)C(=O)O)F (2S,4R)-1-(1-(difluoromethyl)-3,3-difluorocyclobutane-1-carbonyl)-4-fluoropyrrolidine-2-carboxylic acid